2-(Methyl-oxetan-3-ylmethyl-amino)-5-oxo-5H-thieno[3,2-b]pyran-6-carboxylic acid CN(C1=CC=2OC(C(=CC2S1)C(=O)O)=O)CC1COC1